NC1=C(C=C(C=N1)C1=CC=C(C=C1)[C@]12CN(C[C@@H]2C1)C(=O)OC(C)(C)C)C(NC1CCC(CC1)O)=O tert-butyl (1S,5R)-1-(4-(6-amino-5-(((1r,4S)-4-hydroxycyclohexyl) carbamoyl) pyridin-3-yl) phenyl)-3-azabicyclo[3.1.0]hexane-3-carboxylate